1-butyl-3-methyl-imidazolium hexafluorophosphate F[P-](F)(F)(F)(F)F.C(CCC)N1C=[N+](C=C1)C